F[C@@]1(C[C@H](O)[C@@H](CO)O1)N1C(=O)NC(=O)C=C1 fluoro-2'-deoxyuridine